9-(tert-butyl) 3-ethyl 6-(2-(dimethylamino)ethoxy)-4-(methoxymethyl)-9H-pyrido[3,4-b]indole-3,9-dicarboxylate CN(CCOC=1C=C2C3=C(N(C2=CC1)C(=O)OC(C)(C)C)C=NC(=C3COC)C(=O)OCC)C